C(C)(C)(C)OC(=O)N1CCC(CC1)CN1N=CC=C(C1=O)C#CC1=CC=CC=C1 4-((6-oxo-5-(phenylethynyl)pyridazin-1(6H)-yl)methyl)piperidine-1-carboxylic acid tert-butyl ester